5,5-difluoro-4-oxopiperidine-3-carboxylic acid methyl ester hydrochloride Cl.COC(=O)C1CNCC(C1=O)(F)F